N-methacryloyl-N'-methylpiperazine C(C(=C)C)(=O)N1CCN(CC1)C